N(=[N+]=[N-])CCCCCCCCCCCCCCCCCC(=O)ON1C(CCC1=O)=O 2,5-dioxo-1-pyrrolidinyl 18-azidooctadecanoate